2-(4-chloro-3-fluorophenoxy)-N-(3-(3-(chloromethyl)-1,2,4-oxadiazol-5-yl)bicyclo[1.1.1]pentan-1-yl)acetamide ClC1=C(C=C(OCC(=O)NC23CC(C2)(C3)C3=NC(=NO3)CCl)C=C1)F